2,6-dibromo-4-(((tert-butyldimethylsilyl)oxy)methyl)pyridine BrC1=NC(=CC(=C1)CO[Si](C)(C)C(C)(C)C)Br